4-Carboxybenzaldehyde C(=O)(O)C1=CC=C(C=O)C=C1